NC1=CC(=C(C(=C1)CN(CC)CC)O)CN(CC)CC 4-amino-2,6-bis((diethylamino)methyl)phenol